FC(CN1N=CC(=C1)N1N=C(C=C(C1=O)C(=O)N[C@@H](C(F)(F)F)CO)C1=CC=C(C=C1)C(F)(F)F)F 2-[1-(Difluoroethyl)-1H-pyrazol-4-yl]-3-oxo-N-[(2R)-1,1,1-trifluoro-3-hydroxypropan-2-yl]-6-[4-(trifluoromethyl)phenyl]-2,3-dihydropyridazine-4-carboxamide